NC1=C(C=C(C=C1F)N)F 1,4-diamino-2,6-difluorobenzene